C(C1=CC=CC=C1)OC=1C(=NN(C1C(C)(C)C)COCC[Si](C)(C)C)Br 4-(benzyloxy)-3-bromo-5-(tert-butyl)-1-((2-(trimethylsilyl)ethoxy)methyl)-1H-pyrazole